dimethylindolizin CC=1C(=C2C=CC=CN2C1)C